C1NCC12CC(C2)C2=CC=C(C=C2)C2=CC(=CC1=CC(=CC=C21)C2=CC=C(C=C2)C(F)(F)F)C(=O)O 4-(4-(2-Azaspiro[3.3]heptan-6-yl)phenyl)-7-(4-(trifluoromethyl)phenyl)-2-naphthoic acid